4-(6-(5'-fluoro-1-(2-((2-((2-methoxy-2-oxoethyl)amino)-2-oxoethyl)(methyl)amino)-2-oxoethyl)-1'-methyl-1H,1'H-[4,6'-biindazol]-3-yl)-2-azaspiro[3.3]heptan-2-yl)-4-oxobutanoic acid FC=1C=C2C=NN(C2=CC1C=1C=2C(=NN(C2C=CC1)CC(=O)N(C)CC(=O)NCC(=O)OC)C1CC2(CN(C2)C(CCC(=O)O)=O)C1)C